1-benzyl-4-(3-bromophenyl)-1H-pyrazole C(C1=CC=CC=C1)N1N=CC(=C1)C1=CC(=CC=C1)Br